(5S)-5-[(6-hydroxy-3,4-dihydro-2,7-naphthyridin-2(1H)-yl)carbonyl]-1-methylpyrrolidin-2-one OC=1C=C2CCN(CC2=CN1)C(=O)[C@@H]1CCC(N1C)=O